(E)-diethyl-(styryl)(1-(p-tolyl)ethoxy)silane C(C)[Si](OC(C)C1=CC=C(C=C1)C)(\C=C\C1=CC=CC=C1)CC